FC1=C(CCl)C=CN=C1C(F)(F)F 3-fluoro-2-(trifluoromethyl)isonicotinyl chloride